C(=O)(Cl)C1=CC=C(N1C)C(=O)OC methyl 5-carbonochloridoyl-1-methylpyrrole-2-carboxylate